FC=1C(=NC(=NC1)N1CCC(CC1)C(=O)NC([2H])([2H])C1=C(C(=CC(=C1)F)F)F)C=1SC(=NN1)C 1-(5-fluoro-4-(5-methyl-1,3,4-thiadiazol-2-yl)pyrimidin-2-yl)-N-((2,3,5-trifluorophenyl)methyl-d2)piperidine-4-carboxamide